tert-butyl (S)-3-((4-(2-fluoropyridin-3-yl)pyrimidin-2-yl)amino)piperidine-1-carboxylate FC1=NC=CC=C1C1=NC(=NC=C1)N[C@@H]1CN(CCC1)C(=O)OC(C)(C)C